ClC=1N=CC(=NC1)C(=O)N(C)C1CC1 5-Chloro-N-cyclopropyl-N-methylpyrazine-2-carboxamide